C1=CC=CC2=CC3=CC=CC=C3C(=C12)OCCCOC1=CC=C(C(=O)OC2=C(C=C(C=C2)OC(C2=CC=C(C=C2)OCCCOC=2C3=CC=CC=C3C=C3C=CC=CC23)=O)C)C=C1 2-methyl-1,4-phenylene bis(4-(3-(anthracen-9-yloxy) propoxy) benzoate)